fluoroxylene compound with oxygen [O].FC1=C(C(=CC=C1)C)C